4-[2-(6-[[5-chloro-2-(dimethylamino)pyrimidin-4-yl]amino]-3-[(methylcarbamoyl)methoxy]-2-oxoquinolin-1-yl)ethoxy]benzene-1,2-dicarboxylic acid ClC=1C(=NC(=NC1)N(C)C)NC=1C=C2C=C(C(N(C2=CC1)CCOC=1C=C(C(=CC1)C(=O)O)C(=O)O)=O)OCC(NC)=O